(7S,8aS)-7-(3-(3-fluoro-2-methoxyphenyl)propyl)hexahydropyrrolo[1,2-a]pyrazin-6(2H)-one FC=1C(=C(C=CC1)CCC[C@H]1C[C@@H]2N(CCNC2)C1=O)OC